1,4-dimethylquinolinone CN1C(C=C(C2=CC=CC=C12)C)=O